OC[C@H](OCCNC(=O)C1=CC2=C(N(C(=N2)NC=2SC3=C(N2)C=CC(=C3)Cl)C)C=C1)C 2-(6-Chloro-benzothiazol-2-ylamino)-1-methyl-1H-benzoimidazole-5-carboxylic acid [2-((R)-2-hydroxy-1-methyl-ethoxy)-ethyl]-amide